2-iodo-tyrosine IC1=C(C[C@H](N)C(=O)O)C=CC(=C1)O